(4-(6-ethoxypyrazin-2-yl)phenyl)cyclopropane C(C)OC1=CN=CC(=N1)C1=CC=C(C=C1)C1CC1